FC(C(=O)O)(F)F.FC(OC1=CC=C(C=C1)C1=CC=C(C=C1)NC=1N=NNC1C(=O)OC1CC1)(F)F cyclopropyl 4-((4'-(trifluoromethoxy)-[1,1'-biphenyl]-4-yl)amino)-1H-1,2,3-triazole-5-carboxylate 2,2,2-trifluoroacetate